BrCC1(COC1)CN(C1=C(C=C(C=C1)N)F)C1=C(C=CC=C1)Cl N1-((3-(bromomethyl)oxetan-3-yl)methyl)-N-(2-chlorophenyl)-2-fluorobenzene-1,4-diamine